2-(difluoromethyl)-5-nitropyridin-4-ol FC(C1=NC=C(C(=C1)O)[N+](=O)[O-])F